FC1=C(C=C(C=C1)[N+](=O)[O-])S(=O)(=O)NCCC1=NC=CC=C1 2-fluoro-5-nitro-N-(2-(pyridin-2-yl)ethyl)benzenesulfonamide